N-(4-Bromo-3-methoxy-2-nitrophenyl)tetrahydro-2H-pyran-4-amine BrC1=C(C(=C(C=C1)NC1CCOCC1)[N+](=O)[O-])OC